C1(CC1)OC1=C(C=C2C(=CN(C(C2=C1)=O)C1=CC(=C2C=CN(C2=C1)C)F)C(=O)N1CCCCC1)OC 7-cyclopropoxy-2-(4-fluoro-1-methyl-1H-indol-6-yl)-6-methoxy-4-(piperidine-1-carbonyl)isoquinolin-1(2H)-one